tert-butyl 4-(2-cyano-3-fluoro-5-isobutylphenyl)-2,5-dimethylpiperazine-1-carboxylate C(#N)C1=C(C=C(C=C1F)CC(C)C)N1CC(N(CC1C)C(=O)OC(C)(C)C)C